5-amino-3-[4-[[(2-methoxybenzoyl)amino]methyl]phenyl]-1-methyl-pyrazole-4-carboxamide NC1=C(C(=NN1C)C1=CC=C(C=C1)CNC(C1=C(C=CC=C1)OC)=O)C(=O)N